5-([1,1'-biphenyl]-4-yl)-3-(3-(fluoromethyl)azetidine-1-carbonyl)-2-(3-methylpyrazin-2-yl)pyrazolo[1,5-a]pyrimidin-7(4H)-one C1(=CC=C(C=C1)C=1NC=2N(C(C1)=O)N=C(C2C(=O)N2CC(C2)CF)C2=NC=CN=C2C)C2=CC=CC=C2